1-(3-bromophenyl)-N-(2-fluoro-4-(4-morpholino-7-((2-(trimethylsilyl)ethoxy)methyl)-7H-pyrrolo[2,3-d]pyrimidin-6-yl)phenyl)methanesulfonamide BrC=1C=C(C=CC1)CS(=O)(=O)NC1=C(C=C(C=C1)C1=CC2=C(N=CN=C2N2CCOCC2)N1COCC[Si](C)(C)C)F